C(C)(C)(C)OC(=O)N1CC(C1)C=1C=NC(=CC1)C1=C(C=C(C=C1)Cl)S(=O)(=O)C 3-[6-(4-chloro-2-methylsulfonyl-phenyl)-3-pyridinyl]Azetidine-1-carboxylic acid tert-butyl ester